1-[3,5-dichloro-2-(2-hydroxyethyl)phenyl]-3-(3-trifluoromethylsulphanylphenyl)urea ClC=1C(=C(C=C(C1)Cl)NC(=O)NC1=CC(=CC=C1)SC(F)(F)F)CCO